Methyl (S)-2-(5-(N-(14-aminotetradecyl)-1-(isoquinolin-4-yl) piperidine-3-carboxamido)-2-oxopyridin-1(2H)-yl)acetate NCCCCCCCCCCCCCCN(C(=O)[C@@H]1CN(CCC1)C1=CN=CC2=CC=CC=C12)C=1C=CC(N(C1)CC(=O)OC)=O